C1=C(C=CC=2C3=CC=CC=C3C=CC12)C1=CC=C(C=C1)C1=C(C2=CC=CC=C2C=C1)N [4-(phenanthren-2-yl)phenyl]naphthalen-1-amine